2-[[3-(4-chloro-2-fluoro-phenyl)-5-methyl-triazol-4-yl]methyl]-5-isoindolin-2-yl-pyridazin-3-one ClC1=CC(=C(C=C1)N1N=NC(=C1CN1N=CC(=CC1=O)N1CC2=CC=CC=C2C1)C)F